1,2,3,4-Tetrahydropyridin N1CCCC=C1